tert-butyl 1-((2-(2,6-dioxopiperidin-3-yl)-1,3-dioxoisoindolin-5-yl) oxy)-2-oxo-6,9,12,15-tetraoxa-3-aza-heptadecane-17-carboxylate O=C1NC(CCC1N1C(C2=CC=C(C=C2C1=O)OCC(NCCOCCOCCOCCOCCC(=O)OC(C)(C)C)=O)=O)=O